FC(CC(=O)O)(C=1C=NC=CC1C(F)(F)F)F β,β-difluoro-4-(trifluoromethyl)-3-pyridinepropanoic acid